((E)-3-((2S*,4R*)-4-((4-aminophenyl)amino)-2-methyl-1-propionyl-1,2,3,4-tetrahydroquinolin-7-yl)allyl)carbamic acid tert-butyl ester C(C)(C)(C)OC(NC\C=C\C1=CC=C2[C@@H](C[C@@H](N(C2=C1)C(CC)=O)C)NC1=CC=C(C=C1)N)=O |o1:14,16|